C(C1=CC=CC=C1)OC1=C(C=C(C=C1)C1=CC(=CC=2N(C(N(C21)C)=O)CC(=O)NC2=CC=C(C=C2)F)C(F)(F)F)F 2-(4-(4-(benzyloxy)-3-fluorophenyl)-3-methyl-2-oxo-6-(trifluoromethyl)-2,3-dihydro-1H-benzo[d]imidazol-1-yl)-N-(4-fluorophenyl)acetamide